5-hydroxyethyl-5-carboxymethyl-imidazoline OCCC1(CN=CN1)CC(=O)O